(8-bromo-7-methoxy-1-(thiophen-2-yl)-1,4-dihydrochromeno[4,3-c]pyrazol-3-yl)(4-(cyclobutanecarbonyl)-1,4-diazepan-1-yl)methanone BrC1=CC2=C(C=C1OC)OCC1=C2N(N=C1C(=O)N1CCN(CCC1)C(=O)C1CCC1)C=1SC=CC1